OCC1(CC1)COC(NC)=O.NC1=NC(=CC(=C1)NCCCC)CC=1SC=C(N1)CN1CCCC1 2-Amino-4-(butylamino)-6-((4-(pyrrolidin-1-ylmethyl)thiazol-2-yl)methyl)pyridin [1-(hydroxymethyl)cyclopropyl]methyl-N-methylcarbamate